ClC=1C=C(C=CC1OCC1=NC=C(C=C1C)C)NC1=NC(=CC(=N1)C=1C=C(C2=C(N(C(=N2)C)C(C)C)C1)F)C N-(3-chloro-4-((3,5-dimethylpyridin-2-yl)methoxy)phenyl)-4-(4-fluoro-1-isopropyl-2-methyl-1H-benzimidazol-6-yl)-6-methylpyrimidin-2-amine